methyl 2-(5-bromo-2-chlorosulfonylphenyl)acetate BrC=1C=CC(=C(C1)CC(=O)OC)S(=O)(=O)Cl